N-(9-oxo-2-(Trifluoromethyl)-9H-indeno[2,1-d]pyrimidin-7-yl)methanesulfonamide O=C1C=2C=C(C=CC2C2=C1N=C(N=C2)C(F)(F)F)NS(=O)(=O)C